ClC=1C=C(C=NC1N1N=CC=N1)NC(=O)C=1C=NN(C1C(F)(F)F)C1=CN=C(C2=CC=CC=C12)CO N-(5-chloro-6-(2H-1,2,3-triazol-2-yl)pyridin-3-yl)-1-(1-(hydroxymethyl)isoquinolin-4-yl)-5-(trifluoromethyl)-1H-pyrazole-4-carboxamide